ortho-diisopropenylbenzene C(=C)(C)C1=C(C=CC=C1)C(=C)C